1-benzyl-N6-(3,5-dimethylisoxazol-4-yl)-2-methyl-1H-benzo[d]imidazole-4,6-diamine C(C1=CC=CC=C1)N1C(=NC2=C1C=C(C=C2N)NC=2C(=NOC2C)C)C